CCCCC(CC)C(=O)O[Sn](CCCC)(CCCC)OC(=O)C(CC)CCCC di-N-butyltin di-2-ethylhexanoate